NC1=NN=C(C2=CC(=CC=C12)C=1C=C(C=CC1NC(=O)C=1C=NSC1)B(O)O)C [3-(1-AMINO-4-METHYLPHTHALAZIN-6-YL)-4-(1,2-THIAZOLE-4-AMIDO)PHENYL]BORONIC ACID